CC([Si](=[Ti](NC1CCCCCCC1)C1C=2C=C3CCCC3=CC2C=C1C)C)C dimethyl-dimethylsilylene(6-methyl-1,2,3,5-tetrahydro-s-indacen-5-yl)(cyclooctylamino)titanium